ClC1=C(CNC(=O)C2(C=3C=CC=NC3C(CC2)=C)F)C=CC=C1Cl N-(2,3-dichlorobenzyl)-5-fluoro-8-methylene-5,6,7,8-tetrahydroquinoline-5-carboxamide